ClC1=CC=C(C=C1)N1C(=CC2=CC=C(C=C12)CCS(=O)(=O)C)C 1-(4-chlorophenyl)-6-(2-methylsulfonylethyl)-2-methyl-1H-indole